6-[(2S)-2-aminopropyl]-N-[(furan-2-yl)methyl]-2,7-dimethylthieno[3,2-d]pyrimidin N[C@H](CC1=C(C=2N(C(N=CC2S1)C)CC=1OC=CC1)C)C